((5-Bromoisochroman-1-yl)methyl)(methyl)carbamic acid tert-butyl ester C(C)(C)(C)OC(N(C)CC1OCCC2=C(C=CC=C12)Br)=O